C(C)OC([C@@H](NC(C=CC(C)C)=O)CC(C)C)=O (4-methylpent-2-enoyl)-L-leucine ethyl ester